O=C1NC(CCC1NC(=O)C1=CC=C(C=N1)N1CCC(CC1)N1CC(C1)C(=O)O)=O 1-(1-(6-((2,6-dioxopiperidin-3-yl)carbamoyl)pyridin-3-yl)piperidin-4-yl)azetidine-3-carboxylic acid